BrC1=CC=2C(=NC=CC2Cl)N1S(=O)(=O)C1=CC=CC=C1 bromo-4-chloro-1-(phenylsulfonyl)-1H-pyrrolo[2,3-b]Pyridine